N-cyclohexyl-2-methyl-4-oxo-3,4-dihydrothieno[3,4-d]pyrimidine-7-carboxamide C1(CCCCC1)NC(=O)C=1SC=C2C1N=C(NC2=O)C